N-((S)-3-(4-((3,5-dichloro-4-((S)-3-chloro-2-hydroxypropoxy)phenyl)sulfonyl)phenoxy)-2-hydroxypropyl)acetamide ClC=1C=C(C=C(C1OC[C@@H](CCl)O)Cl)S(=O)(=O)C1=CC=C(OC[C@H](CNC(C)=O)O)C=C1